C(C)NC1=CC=C(C=N1)C=1C(=CN(C(C1)=O)C)C=1C=NN(C1)C1=C(C#N)C(=CC=C1)F 2-(4-(6-(ethylamino)-1'-methyl-6'-oxo-1',6'-dihydro-[3,4'-bipyridin]-3'-yl)-1H-pyrazol-1-yl)-6-fluorobenzonitrile